C1(CCCCC1)CN1N=CC(=C1)C1=C(C=2N(C=C1)C=CN2)C(=O)OC methyl 7-(1-(cyclohexylmethyl)-1H-pyrazol-4-yl)imidazo[1,2-a]pyridine-8-carboxylate